2-methoxy-5-[2-(prop-2-yl)-6-[3-(trifluoromethyl)phenyl]imidazo[1,2-a]pyrazin-3-yl]phenoxyphosphonic acid COC1=C(OP(O)(O)=O)C=C(C=C1)C1=C(N=C2N1C=C(N=C2)C2=CC(=CC=C2)C(F)(F)F)C(C)C